C1(CC1)C=1C=CC(=NC1F)C(NC(=O)C1N(CC(C1)F)C(CC=1C=NC(=C(C1)C)OCC)=O)C1=CC=CC=C1 N-[(5-cyclopropyl-6-fluoropyridin-2-yl)(phenyl)methyl]-1-[2-(6-ethoxy-5-methylpyridin-3-yl)acetyl]-4-fluoropyrrolidine-2-carboxamide